ethyl 2-[5-[chloro(difluoro)methyl]-2-[(4-methoxyphenyl)methyl]pyrazol-3-yl]-2-(5-chloropyrimidin-2-yl)acetate ClC(C=1C=C(N(N1)CC1=CC=C(C=C1)OC)C(C(=O)OCC)C1=NC=C(C=N1)Cl)(F)F